C(C)(C)(C)OC(=O)N1CC2(C1)C(N(CC2)C2=NC1=CC(=CC=C1C(=C2C#N)I)OC)C.COCC2=C(C(=NO2)C)C=2C=CC=NC2 5-(5-(methoxymethyl)-3-methylisoxazol-4-yl)pyridine tert-butyl-6-(3-cyano-4-iodo-7-methoxyquinolin-2-yl)-5-methyl-2,6-diazaspiro[3.4]octane-2-carboxylate